lithium sulfate S(=O)(=O)([O-])[O-].[Li+].[Li+]